ClC1=CC=C(C=C1)[C@@]1(N(C(C2=CC(=CC(=C12)F)C(C)(C)O)=O)CC1=NC=C(C=C1)Cl)OCC(CO)(C)CO (3R)-3-(4-Chlorophenyl)-2-[(5-chloropyridin-2-yl)methyl]-4-fluoro-3-[3-hydroxy-2-(hydroxymethyl)-2-methylpropoxy]-6-(2-hydroxypropan-2-yl)-2,3-dihydro-1H-isoindol-1-on